5-[2-hydroxy-3-(1,2,3,4-tetrahydroisoquinolin-2-yl)-propoxy]-2-methyl-1-(methylphenyl)indole-3-carboxylic acid ethyl ester C(C)OC(=O)C1=C(N(C2=CC=C(C=C12)OCC(CN1CC2=CC=CC=C2CC1)O)C1=C(C=CC=C1)C)C